C1(=CC=CC=C1)SC1=C(C=CC=C1)C1=CC=C(C=C1)S(=O)(=O)C1=CC=C(C=C1)C1=C(C=CC=C1)SC1=CC=CC=C1 4-[(Phenylthio)phenyl]phenylsulfone